(3aR,6aS)-5-(4-(2-(2-Aminopyridin-3-yl)-5-phenyl-3H-imidazo[4,5-b]pyridin-3-yl)benzyl)hexahydropyrrolo[3,4-c]pyrrol NC1=NC=CC=C1C1=NC=2C(=NC(=CC2)C2=CC=CC=C2)N1C1=CC=C(CN2C[C@H]3[C@@H](C2)CNC3)C=C1